6-(3-methoxyphenyl)-4-(methylthio)pyridin-2-amine COC=1C=C(C=CC1)C1=CC(=CC(=N1)N)SC